C(C)(=O)N1CCC(CC1)COC1=C(C=C2C(=NC=NC2=C1)C1=CC=C(C=C1)NC(CN1N=NC(=C1)C(C)C)=O)OC N-(4-(7-((1-acetylpiperidin-4-yl)methoxy)-6-methoxyquinazolin-4-yl)phenyl)-2-(4-isopropyl-1H-1,2,3-triazole-1-yl)acetamide